1-(2-(4-(hydroxymethyl)piperidin-1-yl)-4-methoxyphenyl)ethan-1-one OCC1CCN(CC1)C1=C(C=CC(=C1)OC)C(C)=O